NC=1C2=C(N=CN1)N(C(=C2C2CCN(CC2)C(CNC(NC)=O)=O)C2=CC=C(C=C2)NC(C=C)=O)C N-{4-[4-amino-7-methyl-5-(1-{2-[(methylcarbamoyl)amino]acetyl}piperidin-4-yl)-7H-pyrrolo[2,3-d]pyrimidin-6-yl]phenyl}prop-2-enamide